C1(=CC=CC=C1)C(C)S(=O)(=O)NC phenyl-N-methylethanesulfonamide